3-(4,4,5,5-tetramethyl-1,3,2-dioxaborolan-2-yl)-2-cyclohexen-1-one CC1(OB(OC1(C)C)C1=CC(CCC1)=O)C